((1R,5S,6r)-3-(3-(8-fluoroquinolin-5-yl)-1H-pyrazolo[3,4-b]pyrazin-6-yl)-6-(4-methylthiazol-2-yl)-3-azabicyclo[3.1.0]hexan-6-yl)methanamine FC=1C=CC(=C2C=CC=NC12)C1=NNC2=NC(=CN=C21)N2C[C@H]1C([C@H]1C2)(C=2SC=C(N2)C)CN